N[C@H]1[C@@H](C(OC2=CC=CC=C12)(C)C)O (3S,4R)-4-amino-2,2-dimethyl-chroman-3-ol